(6-(3-chlorophenyl)-3-hydroxypyrazine-2-carbonyl)glycine ClC=1C=C(C=CC1)C1=CN=C(C(=N1)C(=O)NCC(=O)O)O